N-((S)-(7-((R)-Cyclopropyl((1R*,2R*)-2-fluorocyclobutane-1-carboxamido)methyl)imidazo[1,2-b]pyridazin-2-yl)(4,4-difluorocyclohexyl)methyl)-4-methyl-1,2,5-oxadiazole-3-carboxamide C1(CC1)[C@H](C1=CC=2N(N=C1)C=C(N2)[C@@H](NC(=O)C2=NON=C2C)C2CCC(CC2)(F)F)NC(=O)[C@@H]2[C@@H](CC2)F |o1:34,35|